C1=NC=C(C2=CC=CC=C12)N1C(N(C2=CC=C(C=C2C1=O)C(F)(F)F)C1(CC1)CC#N)=O 2-(1-(3-(isoquinolin-4-yl)-2,4-dioxo-6-(trifluoromethyl)-3,4-dihydroquinazolin-1(2H)-yl)cyclopropyl)acetonitrile